2-[2-(cyclopropylmethyl)-5-(3,4-difluorophenyl)-1-[(3-fluoro-4-sulfamoyl-phenyl)methyl]pyrrol-3-yl]-5-methyl-thiazole-4-carboxylic acid C1(CC1)CC=1N(C(=CC1C=1SC(=C(N1)C(=O)O)C)C1=CC(=C(C=C1)F)F)CC1=CC(=C(C=C1)S(N)(=O)=O)F